BrC1=CC(=C(C2=C1CCO2)C(=O)O)N2CCC1(CC1)CC2 4-bromo-6-(6-azaspiro[2.5]oct-6-yl)-2,3-dihydrobenzofuran-7-carboxylic acid